C(CC=C)OC1=C(C(=CC(=C1)C1CC1)C)C1=CC(=C(C(=C1)C)F)[C@H](CC(=O)OCC)NC([C@@H](CCC=C)OS(=O)(=O)C)=O Ethyl (S)-3-(2'-(but-3-en-1-yloxy)-4'-cyclopropyl-4-fluoro-5,6'-dimethyl-[1,1'-biphenyl]-3-yl)-3-((R)-2-((methylsulfonyl)oxy)hex-5-enamido)propanoate